C(C1=CN=CC=C1)(=O)OC1=C(C(=CC(=C1)Cl)/C=N/C(C(C)C)O)O (E)-5-chloro-2-hydroxy-3-((1-hydroxy-2-meth-ylpropylimino)methyl)-phenyl nicotinate